9-(2-(4-chlorophenyl)naphthalen-1-yl)-9H-carbazole ClC1=CC=C(C=C1)C1=C(C2=CC=CC=C2C=C1)N1C2=CC=CC=C2C=2C=CC=CC12